N[C@@H](CO)CC (2R)-2-aminobutan-1-ol